FC=1C(=CN(C1C(NC1=CC(=C(C=C1)F)C)=O)C)S(=O)(=O)Cl 4-fluoro-5-((4-fluoro-3-methyl-phenyl)carbamoyl)-1-methyl-1H-pyrrole-3-sulfonyl chloride